3-amino-N-[3-(1H-pyrazol-4-yl)-1H-indol-7-yl]-2-(pyridin-2-yl)propanamide NCC(C(=O)NC=1C=CC=C2C(=CNC12)C=1C=NNC1)C1=NC=CC=C1